O=C1N(C=CC(=C1)OCC1=CC=C(C=C1)B1OC(C(O1)(CC)CC)(CC)CC)C1=CC=2C=C3N(C2C=C1)CCN(CC3)C(=O)OC(C)(C)C tert-Butyl 9-[2-oxo-4-{[4-(4,4,5,5-tetraethyl-1,3,2-dioxaborolan-2-yl)phenyl]methoxy} pyridin-1(2H)-yl]-1,2,4,5-tetrahydro-3H-[1,4]diazepino[1,7-a]indole-3-carboxylate